N-ethyl-N'-(2-fluoro-5-methyl-4-(3-((2-(trifluoromethyl)benzyl)oxy)oxetan-3-yl)phenyl)-N-methylformimidamide C(C)N(C=NC1=C(C=C(C(=C1)C)C1(COC1)OCC1=C(C=CC=C1)C(F)(F)F)F)C